7-methoxy-1-((5-oxopyrrolidin-2-yl)methoxy)isoquinoline-6-carboxylic acid COC1=C(C=C2C=CN=C(C2=C1)OCC1NC(CC1)=O)C(=O)O